IC1=C(C(=O)NC23CC(C2)(C3)C(F)(F)F)C=C(C=C1)C(F)(F)F 2-iodo-5-(trifluoromethyl)-N-(3-(trifluoromethyl)bicyclo[1.1.1]pentan-1-yl)benzamide